FC1=C2CCN([C@@H](C2=C(C=C1)OCC=1N=NN(C1)C(C)C)CN1C(C2=CC=CC=C2C1)=O)C(=O)[C@H]1[C@H](CCCC1)C(=O)O (1S,2r)-2-((S)-5-fluoro-8-((1-isopropyl-1H-1,2,3-triazol-4-yl)methoxy)-1-((1-oxoisoindolin-2-yl)methyl)-1,2,3,4-tetrahydroisoquinoline-2-carbonyl)cyclohexane-1-carboxylic acid